FC1=CN2C=C(C=C2C=C1)C(=O)O 6-fluoroindolizine-2-carboxylic acid